FC1=C2C=C(NC2=C(C=C1)F)C(=O)N1[C@@H]2CC([C@H]([C@@H]1C(=O)N[C@H](C[C@H]1C(NCC1)=O)\C=C(/S(=O)(=O)C)\F)CC2)(F)F (1S,3R,4S)-2-(4,7-difluoro-1H-indole-2-carbonyl)-5,5-difluoro-N-((R,Z)-4-fluoro-4-(methylsulfonyl)-1-((S)-2-oxopyrrolidin-3-yl)but-3-en-2-yl)-2-azabicyclo[2.2.2]octane-3-carboxamide